CC1(CC=C(CC1)C=1C=CC=C2C=C(C=NC12)C(=O)N[C@@H](C)C=1OC=CN1)C (S)-8-(4,4-dimethylcyclohex-1-en-1-yl)-N-(1-(oxazol-2-yl)ethyl)quinoline-3-carboxamide